(4-(4-methyl-5-(4,4,5,5-tetramethyl-1,3,2-dioxaborolan-2-yl)pyridin-3-yl)phenyl)pyrrolidin-2-one CC1=C(C=NC=C1B1OC(C(O1)(C)C)(C)C)C1=CC=C(C=C1)N1C(CCC1)=O